C(C)NS(=O)(=O)C1=CC=CC(=C1)NC1=NC(=CN=C1)C(C)C 2-(ethylsulfamoyl)-4-[(6-isopropylpyrazin-2-yl)amino]Benzene